platinum-lead [Pb].[Pt]